CN(C)CCCC(=O)CCCN(C)C ((dimethylamino) propyl) ketone